N-([1,1'-biphenyl]-4-ylmethyl)-N-(4-methoxyphenethyl)thiazolo[5,4-b]pyridin-2-amine C1(=CC=C(C=C1)CN(C=1SC2=NC=CC=C2N1)CCC1=CC=C(C=C1)OC)C1=CC=CC=C1